(3-(1,1-difluoro-2-methoxyethyl)-2-fluorophenyl)ethan-1-one FC(COC)(F)C=1C(=C(C=CC1)C(C)=O)F